COC=1C(=NC=CC1C1=NOC(=N1)CN1CCOCC1)NC=1C=C(N=NC1C(NC([2H])([2H])[2H])=O)NC(OC)=O methyl N-{5-[(3-methoxy-4-{5-[(morpholin-4-yl)methyl]-1,2,4-oxadiazol-3-yl}pyridin-2-yl)amino]-6-[(2H3)methylcarbamoyl]pyridazin-3-yl}carbamate